1-(4-(5-(chlorodifluoromethyl)-1,2,4-oxadiazol-3-yl)phenyl)-2-(pyrimidin-5-yloxy)ethan-1-one ClC(C1=NC(=NO1)C1=CC=C(C=C1)C(COC=1C=NC=NC1)=O)(F)F